4-hydroxy-1-(1,1,1-trifluoropropan-2-yl)pyridin-2(1H)-one OC1=CC(N(C=C1)C(C(F)(F)F)C)=O